ClC1=C(C(=O)N2CC=3N=C(N(C(C3C[C@H]2C)=O)C2=CC=C(C(=O)NC)C=C2)NC(C)C)C=CC(=C1C(F)(F)F)Cl (R)-4-(7-(2,4-Dichloro-3-(trifluoromethyl)benzoyl)-2-(isopropylamino)-6-methyl-4-oxo-5,6,7,8-tetrahydropyrido[3,4-d]pyrimidin-3(4H)-yl)-N-methylbenzamide